C(C)N(C1=CC=C(C=C1)C1N(C(OC2=C1C=CC=1C=CC(=NC21)C)=O)C2=NC=CC=C2)CC 4-(4-Diethylaminophenyl)-9-methyl-3-(pyridin-2-yl)-3,4-dihydro-2H-[1,3]oxazino[5,6-h]quinolin-2-one